NC1=NNC2=CC(=CC(=C12)C1=CC=C(C=C1)NC(=O)C1=CN(C=C(C1=O)C1=CC=C(C=C1)F)C)C1CCN(CC1)C(C(C)C)=O N-(4-(3-amino-6-(1-isobutyrylpiperidin-4-yl)-1H-indazol-4-yl)phenyl)-5-(4-fluorophenyl)-1-methyl-4-oxo-1,4-dihydropyridine-3-carboxamide